3,5-dichloroisoquinoline ClC=1N=CC2=CC=CC(=C2C1)Cl